ClC1=C(C(=C(C=C1OC)OC)Cl)C1=CC2=C(N=C(N=C2)N[C@H]2[C@H](COC2)NC(C=C)=O)C(=N1)N1CCOCC1 N-((3R,4S)-4-((6-(2,6-dichloro-3,5-dimethoxyphenyl)-8-morpholinopyrido[3,4-d]pyrimidin-2-yl)amino)tetrahydrofuran-3-yl)acrylamide